(5-iodo-1-oxoisoindolin-2-yl)piperidine-2,6-dione IC=1C=C2CN(C(C2=CC1)=O)N1C(CCCC1=O)=O